2-((4-(1,4-oxazepan-4-yl)phenyl)amino)quinazolin O1CCN(CCC1)C1=CC=C(C=C1)NC1=NC2=CC=CC=C2C=N1